C1(=CC=C(C=C1)CN1CCNCCCNCCNCCC1)CN1CCNCCCNCCNCCC1 [1,4-phenylenebis(methylene)]-bis-1,4,8,11-tetra-azacyclotetradecane